(3-((3-((tert-butyl(dimethyl)silyl)oxymethyl)phenoxy)methyl)-5-methoxy-phenyl)methanol [Si](C)(C)(C(C)(C)C)OCC=1C=C(OCC=2C=C(C=C(C2)OC)CO)C=CC1